C(C1=CC=CC=C1)(=O)OC(CCOC(C1=CC=CC=C1)=O)C methyl-1,3-propanediol dibenzoate